C1(=CC=CC=C1)C[C@H](N)C(=O)O 3-Phenylalanine